C1(=CC=CC=C1)S(=O)(=O)C([C@H]([C@H]1OC=CCC1)N[S@](=O)C(C)(C)C)F (R)-N-[(1S)-2-(benzenesulfonyl)-1-[(2S)-3,4-dihydro-2H-pyran-2-yl]-2-fluoro-ethyl]-2-methyl-propane-2-sulfinamide